ClC1=CC(=CC=2COB(C21)O)NC2=NC=C(C(=N2)NC(CC)CC)C N2-(7-chloro-1-hydroxy-3H-2,1-benzoxaborol-5-yl)-N4-(1-ethylpropyl)-5-methyl-pyrimidine-2,4-diamine